3-fluoro-4-(1H-pyrazol-3-ylsulfanylmethyl)benzonitrile FC=1C=C(C#N)C=CC1CSC1=NNC=C1